C(C)(C)(C)OC(=O)N1[C@@H]2C[C@@H]2C[C@H]1C(N)=O (1r,3s,5r)-3-carbamoyl-2-azabicyclo[3.1.0]hexane-2-carboxylic acid tert-butyl ester